C(C(=C)C)(=O)OC(CC)[Si](OC)(OC)OC α-methacryloxypropyltrimethoxysilane